ClC1=C(C=CC(=C1)C)C(CNC(=O)C1=C(C=NC2=CC=CC=C12)S(=O)(=O)C1=C(C(=CC=C1)C1CC1)F)(F)F N-[2-(2-chloro-4-methylphenyl)-2,2-difluoroethyl]-3-[(3-cyclopropyl-2-fluorophenyl)sulfonyl]quinoline-4-carboxamide